amino-3-methylcyclohexane-1-carboxylic acid NC1(CC(CCC1)C)C(=O)O